O1CCC[C@@H]2CN(CC[C@H]21)C2=CC=C(C(=N2)C)C2(CC1(C2)CC(C1)N)N 2-(6-((4aR,8aR)-hexahydro-2H-pyrano[3,2-c]pyridin-6(5H)-yl)-2-methylpyridin-3-yl)spiro[3.3]heptane-2,6-diamine